CC1(CCN2CCC1CC2)NC(=O)NC2(CC2)C2=NC=C(C=C2)C2=CC=CC=C2 1-(4-methyl-1-azabicyclo[3.2.2]non-4-yl)-3-[1-(5-phenylpyridin-2-yl)cyclopropyl]urea